C(#N)C1=CC(=C(C=C1)C1OC2=C(O1)C=CC=C2C2=CC(=C(CC1=NC3=C(N1C[C@H]1OCC1)C=C(C=C3)C(=O)O)C(=C2)F)F)F 2-(4-(2-(4-cyano-2-fluorophenyl)benzo[d][1,3]dioxol-4-yl)-2,6-difluorobenzyl)-1-(((S)-oxetan-2-yl)methyl)-1H-benzo[d]imidazole-6-carboxylic acid